C1(=CC=CC=C1)C phenyl-methane